COC=1N=C2N(C=CC=N2)C1 methoxyimidazo[1,2-a]pyrimidin